[Si](C)(C)(C(C)(C)C)O[C@@]1(CC[C@@]2([C@H]3CC[C@@]4([C@H](CC[C@H]4[C@@H]3CCC2C1)C(C)=O)C)C)C 1-((3R,8R,9S,10S,13S,14S,17S)-3-((tert-butyldimethylsilyl)oxy)-3,10,13-trimethylhexadecahydro-1H-cyclopenta[a]phenanthren-17-yl)ethan-1-one